3-((4-(6-cyano-5-methylpyridin-3-yl)-2-sulfamoyl-3-(1H-tetrazol-5-yl)phenyl)sulfonyl)azetidin-1-ium 2,2,2-trifluoroacetate FC(C(=O)[O-])(F)F.C(#N)C1=C(C=C(C=N1)C1=C(C(=C(C=C1)S(=O)(=O)C1C[NH2+]C1)S(N)(=O)=O)C1=NN=NN1)C